C(C)OC(=O)C1=NC(=CC=C1)C(=O)OCC pyridine-2,6-dicarboxylic acid diethyl ester